1-[2-cyano-4-(trifluoromethyl)phenyl]-4-[6-(1-methyl-1H-pyrrol-2-yl)pyridin-3-yl]-N-[(3R)-1-methylpyrrolidin-3-yl]piperidine-4-carboxamide C(#N)C1=C(C=CC(=C1)C(F)(F)F)N1CCC(CC1)(C(=O)N[C@H]1CN(CC1)C)C=1C=NC(=CC1)C=1N(C=CC1)C